N-[3-fluoro-4-(7-methoxyquinolin-4-yl)oxyphenyl]-5-(4-fluorophenyl)-6-methyl-4-oxo-1-propan-2-ylpyridine-3-carboxamide FC=1C=C(C=CC1OC1=CC=NC2=CC(=CC=C12)OC)NC(=O)C1=CN(C(=C(C1=O)C1=CC=C(C=C1)F)C)C(C)C